ethyl 2-(3-meth-oxy-4-(2-morpholino-2-oxoeth-oxy)benzylidene)-3-oxoindolin-1-carboxylate COC=1C=C(C=C2N(C3=CC=CC=C3C2=O)C(=O)OCC)C=CC1OCC(=O)N1CCOCC1